C(#N)C(C)(C)C1=CC=C(CN2N=CC(=C2C)C(=O)N)C=C1 1-(4-(2-cyanoprop-2-yl)benzyl)-5-methyl-1H-pyrazole-4-carboxamide